uranyl naphthoate C1(=CC=CC2=CC=CC=C12)C(=O)[O-].[U+2](=O)=O.C1(=CC=CC2=CC=CC=C12)C(=O)[O-]